C[C@H]1NC(C2=C(C=3C=4C=CC(=NC4C=CC3S2)C2=C(C(=NC=C2C([2H])([2H])[2H])C=C)[2H])NC1)=O (R)-10-methyl-3-(5-(methyl-d3)-2-vinylpyridin-4-yl-3-d)-9,10,11,12-tetrahydro-8H-[1,4]diazepino[5',6':4,5]thieno[3,2-f]quinolin-8-one